[F].FOF perfluoro ether fluorine